C(C)(C)(C)OC(=O)NC1=NC=CC(=N1)C1=C(N=C(S1)C#CC1CCN(CC1)C(=O)OC(C)(C)C)C1=C(C(=CC=C1)NS(=O)(=O)CCC)F tert-butyl 4-[2-(5-{2-[(tert-butoxycarbonyl)amino]pyrimidin-4-yl}-4-[2-fluoro-3-(propane-1-sulfonamido)phenyl]-1,3-thiazol-2-yl)ethynyl]piperidine-1-carboxylate